[6-(5-cyclopropyl-4H-1,2,4-triazol-3-yl)-2-azaspiro[3.3]heptan-2-yl]-[3-[4-(3-ethoxy-5-methyl-pyrazol-1-yl)phenyl]azetidin-1-yl]methanone C1(CC1)C=1NC(=NN1)C1CC2(CN(C2)C(=O)N2CC(C2)C2=CC=C(C=C2)N2N=C(C=C2C)OCC)C1